FC1=CC=C2C(N(C(N(C2=C1)CC1=CC=C(C=C1)C(C(=O)NO)=C)=O)CCC1=CC=CC=C1)=O (4-((7-fluoro-2,4-dioxo-3-phenethyl-3,4-dihydroquinazolin-1(2H)-yl)methyl)phenyl)-N-hydroxyacrylamide